(1-(2,6-Dimethoxyphenyl)-2-(6-(trifluoromethoxy)pyridin-2-yl)-1H-imidazo[4,5-b]pyrazin-6-yl)methanesulfonamide COC1=C(C(=CC=C1)OC)N1C(=NC=2C1=NC(=CN2)CS(=O)(=O)N)C2=NC(=CC=C2)OC(F)(F)F